4-(6-(1-acryloylpyrrolidin-3-yl)-4-aminopyrazolo[5,1-f][1,2,4]triazin-5-yl)-2-methoxy-N-(2,2,2-trifluoroethyl)benzamide C(C=C)(=O)N1CC(CC1)C1=NN2N=CN=C(C2=C1C1=CC(=C(C(=O)NCC(F)(F)F)C=C1)OC)N